C1(=CC=CC=C1)C(=C)C1=NNC2=C1C=1N(C(=N2)N2CCC3([C@@H](CCO3)N)CC2)C=NN1 (R)-8-(9-(1-phenylvinyl)-7H-pyrazolo[4,3-e][1,2,4]triazolo[4,3-c]pyrimidin-5-yl)-1-oxa-8-azaspiro[4.5]decan-4-amine